F[C@@H]1CNCC[C@@H]1NC=1C=2C=C(N(C2C=CC1)CC(F)(F)F)I N-((3R,4S)-3-fluoropiperidin-4-yl)-2-iodo-1-(2,2,2-trifluoroethyl)-1H-indol-4-amine